3-methyl-5,6-dihydroimidazo[1,2-a]pyrazine-7(8H)-carboxylate CC1=CN=C2N1CCN(C2)C(=O)[O-]